C(C)S(=O)(=O)C=1C=C(C=NC1N1CC2=C(C1=O)C=C(S2)C(C(F)(F)F)(F)F)C2(CC2)C#N 1-[5-ethylsulfonyl-6-[4-oxo-2-(1,1,2,2,2-pentafluoroethyl)-6H-thieno[2,3-c]pyrrol-5-yl]-3-pyridyl]cyclopropane-carbonitrile